C(C)(=O)N(N(C(=O)C1=CC=2C3=C(C(=NC2C=C1)N)C=NN3C)CC3=CC1=C(S3)C=CC=C1C(F)(F)F)C N'-acetyl-4-amino-N',1-dimethyl-N-((4-(trifluoromethyl)benzo[b]thiophen-2-yl)methyl)-1H-pyrazolo[4,3-c]quinoline-8-carbohydrazide